(4-methyl-3-(2-((1-methyl-1H-pyrazol-4-yl)amino)-8,9-dihydroimidazo[1',2':1,6]pyrido[2,3-d]pyrimidin-6-yl)phenyl)-3-(trifluoromethyl)benzamide formate C(=O)O.CC1=C(C=C(C=C1)C1=C(C(=O)N)C=CC=C1C(F)(F)F)C1=CC2=C(N=C(N=C2)NC=2C=NN(C2)C)N2C1=NCC2